N-(4-(ethylsulfonyl)benzyl)-4-((2S)-2-(morpholin-4-yl)-5-(4-(trifluoromethyl)phenyl)piperidin-1-yl)benzamide C(C)S(=O)(=O)C1=CC=C(CNC(C2=CC=C(C=C2)N2[C@@H](CCC(C2)C2=CC=C(C=C2)C(F)(F)F)N2CCOCC2)=O)C=C1